R-3,5-ditertbutylbenzene C(C)(C)(C)C=1C=CC=C(C1)C(C)(C)C